(2E)-2-(methoxyimino)-N-methyl-2-{2-[(E)-({1-[3-(trifluoromethyl)phenyl]ethoxy}imino)methyl]phenyl}acetamide magnesium-copper [Cu].[Mg].CO\N=C(\C(=O)NC)/C1=C(C=CC=C1)/C=N/OC(C)C1=CC(=CC=C1)C(F)(F)F